N1CCCSC=2C=NC=3C=CC=CC3C21 tetrahydro-[1,4]thiazepino[2,3-c]quinolin